ClC1=CC=2N(C3=CC=C(C=C13)C)C=NN2 5-chloro-7-methyl-[1,2,4]triazolo[4,3-a]quinoline